FC=1C=C(C=NC1C=1N(C=C(N1)C(F)(F)F)C)C(=O)[O-] 5-fluoro-6-[1-methyl-4-(trifluoromethyl)imidazol-2-yl]pyridine-3-carboxylate